4-bromo-1-methylpyrazolo[3,4-C]pyridine BrC1=C2C(=CN=C1)N(N=C2)C